C1(CC1)C=1C(=C(O[C@H]2CC3(CN(C3)C(=O)C3CC(C3)(C)O)CC2)C=CC1)C |r| (rac)-(6-(3-Cyclopropyl-2-methylphenoxy)-2-azaspiro[3.4]octan-2-yl)((1s,3s)-3-hydroxy-3-methylcyclobutyl)methanon